BrC1=C(N=C2N(C1=O)C=C(N2)C)C(F)(F)F 6-Bromo-2-methyl-7-(trifluoromethyl)-1H-imidazo[1,2-a]pyrimidin-5-one